[Li].C(CC)(=O)OCC ethyl propionate, lithium salt